N-((1S)-8,9-difluoro-4-hydroxy-6-oxo-1,4,5,6-tetrahydro-2H-pyrano[3,4-c]isoquinolin-1-yl)-6-(difluoromethyl)-5-fluoro-N-methyl-1H-indole-2-carboxamide FC=1C(=CC=2C3=C(NC(C2C1)=O)C(OC[C@H]3N(C(=O)C=3NC1=CC(=C(C=C1C3)F)C(F)F)C)O)F